di-tert-butyl ((S,E)-4-((S)-2-((R)-1-(tert-butoxycarbonyl)piperidine-2-carboxamido)-N,3,3-trimethylbutanamido)-2,5-dimethylhex-2-enoyl)-D-glutamate C(C)(C)(C)OC(=O)N1[C@H](CCCC1)C(=O)N[C@H](C(=O)N(C)[C@H](/C=C(/C(=O)N[C@H](CCC(=O)OC(C)(C)C)C(=O)OC(C)(C)C)\C)C(C)C)C(C)(C)C